OC1=C(C(N(C=C1)C)=O)NC(N[C@@H](CC(=O)O)C=1C=C(C(=CC1)C)C1=CC(=CC=C1)OC(F)(F)F)=O (S)-3-(3-(4-hydroxy-1-methyl-2-oxo-1,2-dihydropyridin-3-yl)ureido)-3-(6-methyl-3'-(trifluoromethoxy)biphenyl-3-yl)propionic acid